BrC1=C(C=CC=C1Cl)N1C=NN(C1=O)CSC1=CC(=C(OCC(=O)O)C=C1)C 2-(4-(((4-(2-bromo-3-chlorophenyl)-5-oxo-4,5-dihydro-1H-1,2,4-triazol-1-yl)methyl)thio)-2-methylphenoxy)acetic acid